COCOCC=1C=C2C=C(NC2=CC1)C(=O)[O-] 5-((methoxymethoxy)methyl)-1H-indole-2-carboxylate